phenyl-trimethylsiloxysilane C1(=CC=CC=C1)[SiH2]O[Si](C)(C)C